C(#N)C=1C=C(C=C(C1)F)[C@@H]1CC[C@H]2OC3(C(N21)=O)CC(C3)OC3=CC(=NC=N3)C#N 6-(((5'S,7a'R)-5'-(3-cyano-5-fluorophenyl)-3'-oxotetrahydro-3'H-spiro[cyclobutane-1,2'-pyrrolo[2,1-b]oxazol]-3-yl)oxy)pyrimidine-4-carbonitrile